trimethyl-[2-[5-(oxane-2-yloxy)pyridin-3-yl]ethynyl]silane C[Si](C#CC=1C=NC=C(C1)OC1OCCCC1)(C)C